O1COC2=C1C=CC(=C2)N(C(=O)NC2=NC(=CC=C2)C)CC2=NN=C1N2CCCCC1 (benzo[d][1,3]dioxol-5-yl)-3-(6-methylpyridin-2-yl)-1-((6,7,8,9-tetrahydro-5H-[1,2,4]triazolo[4,3-a]azepin-3-yl)methyl)urea